C1(CC1)OC=1C=CC(=NC1)C(=N)N 5-(cyclopropoxy)pyridine-2-carboxamidine